6-methoxy-2-(2-methyloxazol-5-yl)-7-(3-(pyrrolidin-1-yl)propoxy)-N-(tetrahydro-2H-pyran-4-yl)quinazolin-4-amine COC=1C=C2C(=NC(=NC2=CC1OCCCN1CCCC1)C1=CN=C(O1)C)NC1CCOCC1